N=C(NCCOCCOCCOC)CCNC(=O)C1=CC(=CN1C)NC(=O)C=1N(C=C(C1)[N+](=O)[O-])C N-(5-((12-imino-2,5,8-trioxa-11-azatetradecan-14-yl)carbamoyl)-1-methyl-1H-pyrrol-3-yl)-1-methyl-4-nitro-1H-pyrrole-2-carboxamide